5-[8-[(1R,2R)-2-[3-(trifluoromethyl)phenyl]cyclopropyl]imidazo[1,2-b]pyridazin-6-yl]-1H-pyrimidine-2,4-dione FC(C=1C=C(C=CC1)[C@H]1[C@@H](C1)C=1C=2N(N=C(C1)C=1C(NC(NC1)=O)=O)C=CN2)(F)F